C(C)N(C1=CC=C(/C=C/C=2C=C(C(=C(C=O)C2)O)OC)C=C1)CC (E)-5-(4-(diethylamino)styryl)-2-hydroxy-3-methoxybenzaldehyde